((tert-butoxycarbonyl)(ethyl)amino)-2-(2,6-dimethoxyphenyl)-3-oxobutanoic acid ethyl ester C(C)OC(C(C(C)=O)(C1=C(C=CC=C1OC)OC)N(CC)C(=O)OC(C)(C)C)=O